4-phenyl-1-(pyridin-2-yl)butan-1-amine C1(=CC=CC=C1)CCCC(N)C1=NC=CC=C1